8-(4-chloro-3-fluorophenyl)-2-(2-(3-fluoropyrrolidin-1-yl)-2-oxoethyl)isoquinolin-1(2H)-one ClC1=C(C=C(C=C1)C=1C=CC=C2C=CN(C(C12)=O)CC(=O)N1CC(CC1)F)F